ClC=1C(=C(C=CC1)NC1=C(NC2=C1C(NCC2)=O)C2=C(C=NC=C2)OCC2=NC=CC=C2F)OC 3-((3-chloro-2-methoxyphenyl)amino)-2-(3-((3-fluoropyridin-2-yl)methoxy)pyridin-4-yl)-1,5,6,7-tetrahydro-4H-pyrrolo[3,2-c]pyridin-4-one